C(OC1=C(C=CC=C1C)C)(OCC)=O 2,6-dimethyl-phenyl ethyl carbonate